COC(=O)C1=C(C(=NC=C1)NC=1N=CC2=C(N=CC(=C2C1)C1=NN2C(C=CC(=C2)N2CCOCC2)=N1)NC)F 3-fluoro-2-[[8-(methylamino)-5-(6-morpholino-[1,2,4]triazolo[1,5-a]pyridin-2-yl)-2,7-naphthyridin-3-yl]amino]pyridine-4-carboxylic acid methyl ester